5,6,7,8-tetrahydronaphthalene-5,5,6,6,7,7,8,8-d8-2-amine C1=C(C=CC=2C(C(C(C(C12)([2H])[2H])([2H])[2H])([2H])[2H])([2H])[2H])N